1-((S)-2-(3-((2-((3S,4R)-3-fluoro-4-methoxypiperidin-1-yl)pyrimidin-4-yl)amino)-8-((2R,3S)-2-methyl-3-((methylsulfonyl)methyl)azetidin-1-yl)isoquinolin-5-yl)azepan-1-yl)prop-2-en-1-one F[C@H]1CN(CC[C@H]1OC)C1=NC=CC(=N1)NC=1N=CC2=C(C=CC(=C2C1)[C@H]1N(CCCCC1)C(C=C)=O)N1[C@@H]([C@H](C1)CS(=O)(=O)C)C